(2-ethyl-1-hexyl)phosphonic acid mono(2-ethyl-1-hexyl) ester C(C)C(COP(O)(=O)CC(CCCC)CC)CCCC